N-hydroxy-3-(trifluoromethyl)benzamidine C1=CC(=CC(=C1)C(F)(F)F)/C(=N/O)/N